N-(2-amino-2-methylhexyl)acetamide NC(CNC(C)=O)(CCCC)C